C(C)(C)(C)C1C=CN(C=C1)C(C(C)(C)C)=O 1-(4-(tert-butyl)pyridine-1(4H)-yl)-2,2-dimethylpropan-1-one